(3S,4S)-8-(9-((3-amino-2-fluorophenyl)ethynyl)-7H-imidazo[1,2-c]pyrazolo[4,3-e]pyrimidin-5-yl)-3-methyl-2-oxa-8-azaspiro[4.5]decan-4-amine NC=1C(=C(C=CC1)C#CC1=NNC2=C1C=1N(C(=N2)N2CCC3([C@@H]([C@@H](OC3)C)N)CC2)C=CN1)F